4-methyl-1-(1,2,3,4-tetrahydroisoquinolin-5-yl)piperidin-2-one acetoacetoxyethyl-methacrylate C(CC(=O)C)(=O)OCCOC(C(=C)C)=O.CC1CC(N(CC1)C1=C2CCNCC2=CC=C1)=O